4-Methyl-9,10-bis[2-carboxy(3,6-methano-4-methyl-4-cyclohexenyl)]carbonyloxyanthracene CC1=CC=CC2=C(C3=CC=CC=C3C(=C12)OC(=O)C1C(C2C(=CC1C2)C)C(=O)O)OC(=O)C2C(C1C(=CC2C1)C)C(=O)O